COC1=C(NC=2C(=NC(=C(N2)NC)C=2C3=C(C=NC2)N(C=N3)C)C(=O)N)C=CC(=C1)N1CCOCC1 3-(2-Methoxy-4-morpholino-anilino)-5-(methylamino)-6-(3-methylimidazo[4,5-c]pyridin-7-yl)pyrazin-2-carboxamid